2-(2-chloro-4-(trifluoromethyl)phenyl)-5,7-dihydroxy-8-((2R,3S)-2-(hydroxymethyl)-1-methylpyrrolidin-3-yl)-4H-chromen-4-one malonate C(CC(=O)O)(=O)O.ClC1=C(C=CC(=C1)C(F)(F)F)C=1OC2=C(C(=CC(=C2C(C1)=O)O)O)[C@H]1[C@@H](N(CC1)C)CO